C1(CC1)C(=O)N1[C@H]2COC[C@@H]([C@@H]1CO)C2 Cyclopropyl((1R,5R,7R)-7-(hydroxymethyl)-3-oxa-6-azabicyclo[3.2.1]octan-6-yl)methanone